4-({8-oxa-3-azabicyclo[3.2.1]octan-3-yl}methyl)piperidin C12CN(CC(CC1)O2)CC2CCNCC2